N-cyclopropyl-5-{4-[(7-cyclopropyl-6-oxo-5H-1,5-naphthyridin-3-yl)methyl]piperazin-1-yl}pyridine-2-carboxamide C1(CC1)NC(=O)C1=NC=C(C=C1)N1CCN(CC1)CC=1C=NC=2C=C(C(NC2C1)=O)C1CC1